7-((2-methyl-1H-imidazol-1-yl)methyl)-3,4-dihydroisoquinolin-1(2H)-one CC=1N(C=CN1)CC1=CC=C2CCNC(C2=C1)=O